[2,6-bis(trideuteromethyl)phenyl]boronic acid [2H]C(C1=C(C(=CC=C1)C([2H])([2H])[2H])B(O)O)([2H])[2H]